4-((2-(2,6-dioxopiperidin-3-yl)-3-oxoisoindolin-5-yl)methyl)benzoic acid O=C1NC(CCC1N1CC2=CC=C(C=C2C1=O)CC1=CC=C(C(=O)O)C=C1)=O